FC=1C=C2CCN(CC2=CC1F)C(=O)N 6,7-difluoro-3,4-dihydroisoquinoline-2(1H)-carboxamide